N-((3R,5R)-5-fluoro-1-(1-methyl-5-nitro-6-(pyrrolidin-1-yl)-1H-benzo[d]imidazol-2-yl)piperidin-3-yl)-5-(trifluoromethyl)pyrimidin-2-amine F[C@@H]1C[C@H](CN(C1)C1=NC2=C(N1C)C=C(C(=C2)[N+](=O)[O-])N2CCCC2)NC2=NC=C(C=N2)C(F)(F)F